((2R,5S)-2-(benzo[d]thiazol-5-yl)-5-methylpiperidin-1-yl)-2-oxoacetamide-2-d S1C=NC2=C1C=CC(=C2)[C@@H]2N(C[C@H](CC2)C)NC(C([2H])=O)=O